FC1(CN(CC1)C=1C=2N(C=NC1C=1C=NNC1)N=C(N2)N[C@H](CF)C)F (S)-8-(3,3-Difluoropyrrolidin-1-yl)-N-(1-fluoropropan-2-yl)-7-(1H-pyrazol-4-yl)-[1,2,4]triazolo[1,5-c]pyrimidin-2-amine